tetradecan-1-yl acetate C(C)(=O)OCCCCCCCCCCCCCC